C(#N)C1=C(C=C(C=C1)F)NC(OC(C)(C)C)=O tert-butyl (2-cyano-5-fluorophenyl)carbamate